2-methyl-3-hydroxy-6,7-dichloro-1,4-naphthoquinone CC=1C(C2=CC(=C(C=C2C(C1O)=O)Cl)Cl)=O